C(C)(C)(C)C1C2(N=C(C(=N2)C2=CC=C(C=C2)Br)SCC(NC=2C=NC3=CC=CC=C3C2)=O)CCN(C1)C(=O)OC(=O)OC(C)(C)C Boc (tert-butyl 2-(4-bromophenyl)-3-((2-oxo-2-(quinolin-3-ylamino) ethyl) thio)-1,4,8-triazaspiro[4.5]deca-1,3-diene-8-carboxylate)